C(=O)(OC(C)(C)C)C(CC(=O)O)(CC(=O)O)C(=O)O 2-(Boc)-propane-1,2,3-tricarboxylic acid